Cl.N1CCC(CC1)OC=1C=C2C=CNC(C2=CC1)=O 6-(piperidin-4-yloxy)isoquinolin-1(2H)-one hydrochloride